2-(chloromethyl)-4-oxo-3,4-dihydroquinazoline-7-carboxylic acid methyl ester COC(=O)C1=CC=C2C(NC(=NC2=C1)CCl)=O